CCC(C=CCCCCCCC)=O methylundecenone